O1CCN(CC1)CCCCCCCSC1=C2CN(C(C2=CC=C1)=O)C1C(NC(CC1)=O)=O 3-(4-((7-morpholinoheptyl)thio)-1-oxoisoindolin-2-yl)piperidine-2,6-dione